[SiH2]=C[Zr](C)(C1C=CC=C1)C1C=CC=C1 silylidenebis(cyclopentadienyl)dimethylzirconium